FC=1C(=NC=CC1CC=1C=NC=C(C1C)NC1=C(C=C(C=C1)OC(F)(F)F)F)N 3-fluoro-4-[[5-[2-fluoro-4-(trifluoromethoxy)anilino]-4-methyl-3-pyridinyl]methyl]pyridin-2-amine